3,3'-((((3-(2-carboxy-2-(pyrrolidin-3-yl)ethyl)benzoyl)azanediyl)bis(ethane-2,1-diyl))bis(3,1-phenylene))bis(2-(pyrrolidin-3-yl)propanoic acid) C(=O)(O)C(CC=1C=C(C(=O)N(CCC=2C=C(C=CC2)CC(C(=O)O)C2CNCC2)CCC=2C=C(C=CC2)CC(C(=O)O)C2CNCC2)C=CC1)C1CNCC1